CC1=C(C=CC(=C1)C)S(=O)(=O)O[C@H]1N(CCC1)C(=O)C1=CC=NC2=CC=C(C=C12)Br (R)-(1-(6-bromoquinoline-4-carbonyl) pyrrolidin-2-yl) methyl-4-methylbenzenesulfonate